3-bromo-N-methyl-4-[[3-(trifluoromethyl)phenyl]methylamino]benzenesulfonamide BrC=1C=C(C=CC1NCC1=CC(=CC=C1)C(F)(F)F)S(=O)(=O)NC